1-butyl-3-(2-ethylhexyl)imidazolium bicarbonate C([O-])(O)=O.C(CCC)N1C=[N+](C=C1)CC(CCCC)CC